CN(C)C[C@@]1(C(C1)(F)F)COC=1N=C(C2=C(N1)CNC2)N2C[C@@](CCC2)(O)C (R)-1-(2-(((R)-1-((dimethylamino)methyl)-2,2-difluorocyclopropyl)methoxy)-6,7-dihydro-5H-pyrrolo[3,4-d]pyrimidin-4-yl)-3-methylpiperidin-3-ol